(1R,3S)-3-(azetidin-1-yl)-2,3-dihydro-1H-inden-1-amine N1(CCC1)[C@H]1C[C@H](C2=CC=CC=C12)N